ClC=1C(=C(C=C2C=C(N=CC12)N)C=1C=NC=CC1C)F 8-chloro-7-fluoro-6-(4-methyl-3-pyridinyl)isoquinolin-3-amine